5-(2-Fluoropyridin-3-yl)-1-(tetrahydro-2H-pyran-2-yl)-N-(1,2,3,4-tetrahydroquinolin-7-yl)-1H-indole-3-carboxamide FC1=NC=CC=C1C=1C=C2C(=CN(C2=CC1)C1OCCCC1)C(=O)NC1=CC=C2CCCNC2=C1